1,4-bis[α-(t-butylperoxy)-isopropoxy]benzene C(C)(C)(C)OOC(C)(C)OC1=CC=C(C=C1)OC(C)(C)OOC(C)(C)C